propylamino-D-isoglutamine C(CC)NN[C@H](CCC(=O)O)C(N)=O